4'-methyl-2,2'-bipyridine-4-carboxylic acid CC1=CC(=NC=C1)C1=NC=CC(=C1)C(=O)O